FC(C(=O)O)(F)F.C1CCC2=C(C=3CCCC3C=C12)NC(=O)NS(=O)(=NC)\C=C\[C@@H]1NCCC1 (E)-N-((1,2,3,5,6,7-hexahydro-s-indacen-4-yl)carbamoyl)-N'-methyl-2-((R)-pyrrolidin-2-yl)ethene-1-sulfonimidamide 2,2,2-trifluoroacetate